3-(4-chlorophenyl)-N-((3-ethynylphenyl)sulfonyl)-4-phenyl-4,5-dihydro-1H-pyrazole ClC1=CC=C(C=C1)C1=NN(CC1C1=CC=CC=C1)S(=O)(=O)C1=CC(=CC=C1)C#C